N-(2-Hydroxy-2-methylpropyl)-2-(1-methyl-1H-pyrazol-4-yl)-6-[4-(trifluoromethoxy)phenyl]pyrimidin OC(CN1C(N=CC=C1C1=CC=C(C=C1)OC(F)(F)F)C=1C=NN(C1)C)(C)C